6-(((4R)-4-((2-(2,6-dioxopiperidin-3-yl)-1-oxoisoindolin-5-yl)oxy)-3,3-difluoropyrrolidin-1-yl)methyl)quinoline-2-carbonitrile O=C1NC(CCC1N1C(C2=CC=C(C=C2C1)O[C@H]1C(CN(C1)CC=1C=C2C=CC(=NC2=CC1)C#N)(F)F)=O)=O